C(C1=CC=CC=C1)N1C2=CC(=CC(=C2C=2C(CCCC12)C(=O)N)OCCNS(=O)(=O)C)OC 9-benzyl-5-(2-methanesulfonamido)ethoxy-7-methoxy-1,2,3,4-tetrahydrocarbazole-4-carboxamide